C(C)(C)(C)C1=NOC(=N1)C(=O)NC(C)C1=C(C=C(C=C1)C1=CC(=NC=C1)NC(=O)C1CC1)C 3-(tert-butyl)-N-(1-(4-(2-(cyclopropanecarboxamido)pyridin-4-yl)-2-methylphenyl)ethyl)-1,2,4-oxadiazole-5-carboxamide